4-methyl-2,6-di-tert-pentylphenol CC1=CC(=C(C(=C1)C(C)(C)CC)O)C(C)(C)CC